Benzoyl-3'-O-(methylthiomethyl)-5'-O-(tert-butyldimethylsilyl)-2'-deoxyadenosine C(C1=CC=CC=C1)(=O)[C@@]1(C[C@H](OCSC)[C@@H](CO[Si](C)(C)C(C)(C)C)O1)N1C=NC=2C(N)=NC=NC12